4,4'-bis-{4,6-bis-[3-(bis-carbamoylmethyl-sulfamoyl)-phenylamino]-(1,3,5)triazin-2-ylamino}-biphenyl-2,2'-disulfonic acid C(N)(=O)CN(S(=O)(=O)C=1C=C(C=CC1)NC1=NC(=NC(=N1)NC1=CC(=CC=C1)S(N(CC(N)=O)CC(N)=O)(=O)=O)NC=1C=C(C(=CC1)C=1C(=CC(=CC1)NC1=NC(=NC(=N1)NC1=CC(=CC=C1)S(N(CC(N)=O)CC(N)=O)(=O)=O)NC1=CC(=CC=C1)S(N(CC(N)=O)CC(N)=O)(=O)=O)S(=O)(=O)O)S(=O)(=O)O)CC(N)=O